(S,E)-4-(4-chlorophenoxy)-2-cyclopentyl-N-(4-(methylsulfonyl)but-3-en-2-yl)pyrimidine-5-carboxamide ClC1=CC=C(OC2=NC(=NC=C2C(=O)N[C@@H](C)\C=C\S(=O)(=O)C)C2CCCC2)C=C1